FC([C@](CNC(=O)C1=NC(=C(C=C1N)C(F)(F)F)OC)(C)O)(F)F 3-amino-6-methoxy-5-trifluoromethylpyridine-2-carboxylic acid ((R)-3,3,3-trifluoro-2-hydroxy-2-methyl-propyl)-amide